C(C1=CC=CC=C1)OC1=C(C(=C2C=CC(=CC2=C1)NC(CN1N=C(C(=C1)C1=CC2=C(N(C(N2C)=O)C2C(NC(CC2)=O)=O)C=C1)C)=O)F)N1S(NC(C1)=O)(=O)=O N-[7-benzyloxy-5-fluoro-6-(1,1,4-trioxo-1,2,5-thiadiazolidin-2-yl)-2-naphthyl]-2-[4-[1-(2,6-dioxo-3-piperidyl)-3-methyl-2-oxo-benzimidazol-5-yl]-3-methyl-pyrazol-1-yl]acetamide